5-(1-Isothiazol-3-ylethoxy)-7-[5-methyl-1-(4-piperidyl)triazol-4-yl]imidazo[1,2-a]pyridine-3-carbonitrile HCl Cl.S1N=C(C=C1)C(C)OC1=CC(=CC=2N1C(=CN2)C#N)C=2N=NN(C2C)C2CCNCC2